Z-1-bromo-1,2,3-trifluoropropene Br\C(=C(\CF)/F)\F